racemic-(E)-2-methyl-N-(2,2,2-trifluoroethylidene)propane-2-sulfinamide CC(C)(C)S(=O)/N=C/C(F)(F)F